C(C)OCCOCCOC1=CC=C(C=C1)CC(C(=O)O)N1CCN(CCN(CCN(CC1)CC(=O)O)CC(=O)O)CC(=O)O 3-{4-[2-(2-ethoxyethoxy)ethoxy]phenyl}-2-[4,7,10-tris(carboxymethyl)-1,4,7,10-tetraazacyclododecan-1-yl]propanoic acid